(S)-N-(3-bromopropyl)-N-(4-chloro-3-methylphenyl)-1-(6-methyl-4-(trifluoromethyl)pyridin-2-yl)pyrrolidine-2-carboxamide BrCCCN(C(=O)[C@H]1N(CCC1)C1=NC(=CC(=C1)C(F)(F)F)C)C1=CC(=C(C=C1)Cl)C